N=1SN=C2C1C=CC=C2N=C=O 2,1,3-benzothiadiazol-4-ylisocyanat